C1(CC1)S(=O)(=O)N1N=CC(=C1)C=1C(=NC=CC1OC1=C(N=C(S1)C)C1=CC=CC=C1)N (1-(cyclopropylsulfonyl)-1H-pyrazol-4-yl)-4-((2-methyl-4-phenylthiazol-5-yl)oxy)pyridin-2-amine